2-(chloromethyl)-6,7-difluoro-1H-benzo[d]imidazole ClCC1=NC2=C(N1)C(=C(C=C2)F)F